ClC=1C(=NC(=NC1)N1CC(N(CC1)C(=O)OC(C)(C)C)(C)C)N1CC(C1)C(N(C)C(C)(C)C1=CN=C2N1C=CC=C2)=O tert-butyl 4-(5-chloro-4-(3-((2-(imidazo[1,2-a]pyridin-3-yl)propan-2-yl)(methyl)carbamoyl)azetidin-1-yl)pyrimidin-2-yl)-2,2-dimethylpiperazine-1-carboxylate